The molecule is a dendrimer macromolecule consisting of a malonamide core, each N of which carries a 2-(bis{2-[(2-aminoethyl)amino]-2-oxoethyl}amino)ethyl branch and with a 2-(2-{2-[(prop-2-yn-1-yl)oxy]ethoxy}ethoxy)ethyl substituent at C-2. C#CCOCCOCCOCCC(C(=O)NCCN(CC(=O)NCCN)CC(=O)NCCN)C(=O)NCCN(CC(=O)NCCN)CC(=O)NCCN